COC1=CC=C(CN(C=2C=3N(C=C(N2)C=2C=C(C#N)C=CC2)N=C(N3)C=C)CC3=CC=C(C=C3)OC)C=C1 3-(8-(Bis(4-methoxybenzyl)amino)-2-vinyl-[1,2,4]triazolo[1,5-a]pyrazin-6-yl)benzonitrile